6-Cyclopropanamido-4-[(4-{5-[ethyl(methyl)carbamoyl]pyrazin-2-yl}-3-methoxypyridin-2-yl)amino]-N-(2H3)methylpyridazin-3-carboxamid C1(CC1)C(=O)NC1=CC(=C(N=N1)C(=O)NC([2H])([2H])[2H])NC1=NC=CC(=C1OC)C1=NC=C(N=C1)C(N(C)CC)=O